C1(=CC=CC=C1)C(OCC(=O)[O-])C1=CC=CC=C1 Diphenylmethoxyacetate